C(C)(=O)NCC([CH2-])=O acetamidoacetonide